2-(3-(3-((R)-fluoro(4-methyl-4H-1,2,4-triazol-3-yl)methyl)oxetan-3-yl)phenyl)-6-(((S)-4-(2-fluoroethyl)-2-isopropylpiperazin-1-yl)methyl)-4-(trifluoromethyl)isoindolin-1-one F[C@H](C1(COC1)C=1C=C(C=CC1)N1C(C2=CC(=CC(=C2C1)C(F)(F)F)CN1[C@H](CN(CC1)CCF)C(C)C)=O)C1=NN=CN1C